C(C)OC(C)N1N=CC(=C1)C1=C(C(=NC=N1)NC(=S)NC([O-])=O)OC ({6-[1-(1-ethoxyethyl)-1H-pyrazol-4-yl]-5-methoxypyrimidin-4-yl} carbamothioyl)carbamate